ClC1=CC=C(S1)C1=NC(=C2C(=N1)N(N=C2)C2CCCCC2)NC(=O)C=2SC(=CC2)[N+](=O)[O-] N-(6-(5-chlorothiophen-2-yl)-1-cyclohexyl-1H-pyrazolo[3,4-d]pyrimidin-4-yl)-5-nitrothiophene-2-carboxamide